[Br-].BrCCCCCC[N+](C)(C)C L-6-bromohexyltrimethylammonium bromide